2-(6-(((1S,2R,3R,5S,6R)-2,6-difluoro-1-methyl-8-azabicyclo[3.2.1]octan-3-yl-5-d)oxy)-1,2,4-triazin-3-yl)-5-(1H-imidazol-1-yl)phenol F[C@@H]1[C@@]2(C[C@H]([C@](C[C@H]1OC1=CN=C(N=N1)C1=C(C=C(C=C1)N1C=NC=C1)O)(N2)[2H])F)C